C(CC)[NH+](C)C Propyl-dimethyl-ammonium